ClC=1C=C(C(=C2C(N(CC12)C1C(NC(CC1)=O)=O)=O)F)CNC(OCC=1SC2=C(N1)CCC(C2)(C)C)=O (6,6-dimethyl-4,5,6,7-tetrahydrobenzo[d]thiazol-2-yl)methyl ((7-chloro-2-(2,6-dioxopiperidin-3-yl)-4-fluoro-3-oxoisoindolin-5-yl)methyl)carbamate